CC1=NN(C(=C1)C)C=1C=CC(N(N1)CC1CN(C1)C=1C2=C(N=CN1)NC=C2)=O 6-(3,5-dimethylpyrazol-1-yl)-2-[[1-(7H-pyrrolo[2,3-d]pyrimidin-4-yl)azetidin-3-yl]methyl]pyridazin-3-one